(1S,2S)-1,2-bis(4-methoxycarbonylphenyl)ethylenediamine hydrochloride Cl.COC(=O)C1=CC=C(C=C1)[C@@H]([C@@H](N)C1=CC=C(C=C1)C(=O)OC)N